C(C)C1=C(NC2=CC=C(C=C12)C1CCNCC1)C=1C2=C(N=NC1)NC=C2 4-(3-ethyl-5-(piperidin-4-yl)-1H-indol-2-yl)-7H-pyrrolo[2,3-c]pyridazine